{1-[6-bromo-7-chloro-3-(3-fluoro-5-methyl-phenyl)-cinnolin-4-yl]Piperidin-4-yl}-carbamic acid tert-butyl ester C(C)(C)(C)OC(NC1CCN(CC1)C1=C(N=NC2=CC(=C(C=C12)Br)Cl)C1=CC(=CC(=C1)C)F)=O